7-Methoxy-1,3-dimethyl-5-(1-methyl-7-(1-methyl-1H-pyrazol-4-yl)-2,3-dihydropyrido[3,4-b]pyrazin-4(1H)-yl)quinolin-2(1H)-one COC1=CC(=C2C=C(C(N(C2=C1)C)=O)C)N1C2=C(N(CC1)C)C=C(N=C2)C=2C=NN(C2)C